N1(CCNCC1)C(CC12CC3CC(CC(C1)C3)C2)=O 1-(piperazin-1-yl)-2-(adamantyl)ethanone